5-((6-(2-(5-(4-Methylpiperazin-1-yl)isoindolin-2-yl)pyrimidin-4-yl)pyridin-2-yl)ethynyl)-1H-indazole CN1CCN(CC1)C=1C=C2CN(CC2=CC1)C1=NC=CC(=N1)C1=CC=CC(=N1)C#CC=1C=C2C=NNC2=CC1